C(C)(C)(C)OC(=O)N1CC2(C1)CC(C2)N(C)CCC=2C=NN(C(C2Cl)=O)C2OCCCC2 tert-butyl-6-((2-(5-chloro-6-oxo-1-(tetrahydro-2H-pyran-2-yl)-1,6-dihydropyridazin-4-yl)ethyl)(methyl)amino)-2-azaspiro[3.3]heptane-2-carboxylate